N=1CCCN2C=NC3=C(C21)C=C(N=C3)O 3,4-dihydro-2H-pyrido[4,3-e]pyrimido[1,2-c]pyrimidin-10-ol